FC1=C(C=CC(=C1)C(C(F)(F)F)N[C@H](C(=O)[O-])CC(C)(C)F)C1=C(C=CC(=C1)F)O (2S)-2-((1-(2,5'-difluoro-2'-hydroxy-[1,1'-biphenyl]-4-yl)-2,2,2-trifluoroethyl) amino)-4-fluoro-4-methylpentanoate